S(C#N)[NH-] thiocyanatoamide